1-(3,4-dimethoxyphenyl)-1H-benzo[d]imidazol-2(3H)-one COC=1C=C(C=CC1OC)N1C(NC2=C1C=CC=C2)=O